ONC(CCCCOC1=C(C=CC(=C1)N(C1=NC(=NC2=CC=CC=C12)C)C)OC)=O N-hydroxy-5-(2-methoxy-5-(methyl-(2-methyl-4-quinazolinyl)amino)phenoxy)pentanoic acid amide